BrC=1C=C(SC1CC)C1CC(N(S(N1)(=O)=O)C)C(=O)NC1=CC(=C(C=C1)F)Cl 5-(4-bromo-5-ethylthiophen-2-yl)-N-(3-chloro-4-fluorophenyl)-2-methyl-1,2,6-thiadiazinane-3-carboxamide 1,1-dioxide